NC(CC1=CC(=CC(=C1)F)F)C1=C(C=C2C(=N1)C=NN2COCC[Si](C)(C)C)C=2C=CC(=C1C(=NN(C21)C)NS(=O)(=O)C)Cl N-(7-(5-(1-amino-2-(3,5-difluorophenyl)ethyl)-1-((2-(trimethylsilyl)ethoxy)methyl)-1H-pyrazolo[4,3-b]pyridin-6-yl)-4-chloro-1-methyl-1H-indazol-3-yl)methanesulfonamide